C(C)CCCCOC(C(C(C(=O)O)C(C)C)(C#N)C(C)C)=O 2,3-diisopropyl-2-cyanosuccinic acid-1-ethyl-4-n-butyl ester